Isobutyl-pyrimidine-2,4-diamine C(C(C)C)C=1C(=NC(=NC1)N)N